4-(Piperidin-4-yl)-5-(3-(pyrazin-2-yl)phenyl)-1H-pyrazol-1-ol dihydrochloride Cl.Cl.N1CCC(CC1)C=1C=NN(C1C1=CC(=CC=C1)C1=NC=CN=C1)O